CN1N=C(C(=C1)C=1C(=NC(=NC1)C(=O)N)C=1C=NC=C(C1)C)C1=NC=CC=C1 (1-methyl-3-(pyridin-2-yl)-1H-pyrazol-4-yl)-4-(5-methylpyridin-3-yl)pyrimidine-2-carboxamide